C[C@@]1(N(CCC1)S(=O)(=O)C1=C(C=C(C=C1)F)O)C(=O)O.COCC1=CC=CC(=N1)C=O (6-(methoxymethyl)pyridin-2-yl)methanone Methyl-((4-fluoro-2-hydroxyphenyl)sulfonyl)-L-prolinate